C(C)C1=CC=C(C=C1)C1=NN2C(CN(CC2)CC=C)=C1C1=CC=NC=C1 1-[2-(4-ethylphenyl)-3-(pyridin-4-yl)-6,7-dihydropyrazolo[1,5-a]pyrazin-5(4H)-yl]prop-2-en